C(C)OC(C/C=C(/CO)\C)OCC (2E)-5,5-diethoxy-2-methylpent-2-en-1-ol